FC1=C(C=CC=C1)C1=CC(=CC=C1)CCCNC(C1=CN=C(C=C1)C)=O N-(3-(2'-fluoro-[1,1'-biphenyl]-3-yl)propyl)-6-methylnicotinamide